CN1N=C(C(=C1Cl)OC=O)C 1,3-dimethyl-4-formyloxy-5-chloropyrazole